BrC1=CC=C(C=C1)N=S1(CCC1)=O ((4-bromophenyl)imino)-1λ6-thietane-1-oxide